N1(CCCCC1)NC(=O)C=1N=C(N(C1CC)C1=CC=C(C=C1)C#CCCO[N+](=O)[O-])C1=C(C=C(C=C1)Cl)Cl 2-(2,4-Dichloro-phenyl)-5-ethyl-1-[4-(4-nitrooxy-but-1-ynyl)-phenyl]-1H-imidazole-4-carboxylic acid piperidin-1-ylamide